6-(2-chloro-3,5-dimethoxyphenyl)-N-(4-(4-acetylpiperazin-1-yl)phenyl)-[1,2,4]triazolo[4',3':1,6]pyrido[2,3-d]pyrimidin-2-amine ClC1=C(C=C(C=C1OC)OC)C1=CC2=C(N=C(N=C2)NC2=CC=C(C=C2)N2CCN(CC2)C(C)=O)N2C1=NN=C2